C1(CC1)C=1C(=C2C=CNC2=C(C1)C)CN1C(CC(CC1)NC1CC(C1)(F)F)C1=CC=C(C(=O)O)C=C1 4-(1-((5-cyclopropyl-7-methyl-1H-indol-4-yl)methyl)-4-((3,3-difluorocyclobutyl)amino)piperidin-2-yl)benzoic acid